ClC=1C(=NC(=NC1)F)NC1=CC2=C(N(C(C(O2)CCC(=O)NC)=O)C)C=C1 3-[7-[(5-chloro-2-fluoro-pyrimidin-4-yl)amino]-4-methyl-3-oxo-1,4-benzoxazin-2-yl]-N-methyl-propanamide